C(=O)=C1NC=CC(=C1)NC(=O)C=1C=C2C(=NC1)CCC2 N-(2-carbonyl-1,2-dihydropyridin-4-yl)-6,7-dihydro-5H-cyclopenta[b]Pyridine-3-carboxamide